(3-(piperidin-4-ylmethyl)-1,2,3-oxadiazol-3-ium-5-yl)amide N1CCC(CC1)C[N+]1=NOC(=C1)[NH-]